N-((5-(2-((6-(3,3-difluoropyrrolidin-1-yl)-2-methylquinazolin-4-yl)thio)acetyl)thiophen-2-yl)methyl)-2-hydroxyacetamide FC1(CN(CC1)C=1C=C2C(=NC(=NC2=CC1)C)SCC(=O)C1=CC=C(S1)CNC(CO)=O)F